CN1N=C2C=CC(=CC2=C1)C=1N=C2N(C(C1)=O)C=CC=C2 2-(2-methyl-2H-indazol-5-yl)-4H-pyrido[1,2-a]pyrimidin-4-one